BrN1C2=C(OCC1=O)N=CC=C2 bromo-1H-pyrido[2,3-B][1,4]oxazin-2(3H)-one